BrC=1C=2N(C=CC1)N=C(C2)NC/C=C/CN2C(C1=CC=CC=C1C2=O)=O 2-[(E)-4-[(4-bromopyrazolo[1,5-a]pyridin-2-yl)amino]but-2-enyl]isoindoline-1,3-dione